(4S,5R)-1-[4-({8-[(2R,3S)-3-[(ethanesulfonyl)methyl]-2-methylazetidin-1-yl]isoquinolin-3-yl}amino)pyrimidin-2-yl]-5-fluoro-3,3-dimethyl-piperidin-4-ol C(C)S(=O)(=O)C[C@@H]1[C@H](N(C1)C=1C=CC=C2C=C(N=CC12)NC1=NC(=NC=C1)N1CC([C@@H]([C@@H](C1)F)O)(C)C)C